N-[(6-Amino-2-pyridyl)sulfonyl]-6-(4-isopropylcyclohexen-1-yl)-2-(2,4,6-trimethylphenoxy)pyridin-3-carboxamid NC1=CC=CC(=N1)S(=O)(=O)NC(=O)C=1C(=NC(=CC1)C1=CCC(CC1)C(C)C)OC1=C(C=C(C=C1C)C)C